FC1=C(C=CC=C1C1=CC(=CC=C1)C)C1=CC(=CC=C1)C 2'-fluoro-3,3''-dimethyl-1,1':3',1''-terphenyl